7-methoxy-1-methyl-2-(2,2,2-trifluoro-1-hydroxy-1-phenylethyl)-1H-benzo[d]Imidazole-5-carboxylic acid methyl ester COC(=O)C1=CC2=C(N(C(=N2)C(C(F)(F)F)(C2=CC=CC=C2)O)C)C(=C1)OC